1-(4-butylphenyl)-2-dimethylamino-2-methylpropane-1-one C(CCC)C1=CC=C(C=C1)C(C(C)(C)N(C)C)=O